CC1=NOC(=C1C=1C=NN2C1C=C(C=C2)C=2SC(=C(N2)OCCOCC)C(=O)OCC)C ethyl 2-[3-(3,5-dimethylisoxazol-4-yl)pyrazolo[1,5-a]pyridin-5-yl]-4-(2-ethoxyethoxy)thiazole-5-carboxylate